CN1CCNCC(NCCCCN(C(CNCCC1)C)C)CCCN1CCOCC1 7,13,14-trimethyl-2-(3-morpholinopropyl)-1,4,7,11,14-pentaazacyclooctadecane